8-((3-fluorophenyl)(methyl)amino)-5-methyl-6-oxo-5,6-dihydro-1,5-naphthyridine-2-carbonitrile FC=1C=C(C=CC1)N(C1=CC(N(C=2C=CC(=NC12)C#N)C)=O)C